4-butyl-1-(4-chloro-2-fluorophenyl)-3-(4-fluorophenyl)-5-methyl-4,5-dihydro-1H-pyrazole-5-carboxylic acid methyl ester COC(=O)C1(C(C(=NN1C1=C(C=C(C=C1)Cl)F)C1=CC=C(C=C1)F)CCCC)C